(2S,3R,4S,5R)-3-(3-chloro-2-fluoro-phenyl)-4-(4-chloro-2-Fluoro-phenyl)-4-cyano-5-(2,2-dimethylpropyl)pyrrolidine-2-carboxylic acid ClC=1C(=C(C=CC1)[C@@H]1[C@H](N[C@@H]([C@@]1(C#N)C1=C(C=C(C=C1)Cl)F)CC(C)(C)C)C(=O)O)F